(R)-1-(3-(dimethylamino)piperidin-1-yl)-3-(1-isopropyl-1H-imidazol-2-yl)propan-1-one CN([C@H]1CN(CCC1)C(CCC=1N(C=CN1)C(C)C)=O)C